4-(furo[3,2-c]pyridin-4-yl)-N-[cis-4-(2-hydroxy-2-methylpropyloxy)cyclohexyl]benzamide magnesium diacrylate C(C=C)(=O)[O-].C(C=C)(=O)[O-].[Mg+2].O1C=CC=2C(=NC=CC21)C2=CC=C(C(=O)N[C@@H]1CC[C@@H](CC1)OCC(C)(C)O)C=C2